6-(3-fluoro-2-methylbenzoyl)-2,6-diazaspiro[3.3]heptane-2-carboxylic acid tert-butyl ester C(C)(C)(C)OC(=O)N1CC2(C1)CN(C2)C(C2=C(C(=CC=C2)F)C)=O